COC=1C=C(C=CC1COC1=NC(=CC=C1)C1CCNCC1)CC 1-(3-methoxy-4-(((6-(piperidin-4-yl)pyridin-2-yl)oxy)methyl)phenyl)ethane